O=C1NCCCC[C@H]1NC1=NC2=C(C=CC=C2C=2N1N=C(N2)C=2C=NN(C2)C(C)C)C#N 5-{[(3R)-2-oxo-azepan-3-yl]amino}-2-[1-(propan-2-yl)-1H-pyrazol-4-yl][1,2,4]triazolo[1,5-c]quinazoline-7-carbonitrile